FC(CN1N=CC=2C1=NC(=CN2)N2CC1(CN(C1)C(C1=CC(=CC=C1)C(F)(F)F)=O)CC2)F 6-[1-(2,2-difluoroethyl)-1H-pyrazolo[3,4-b]pyrazin-6-yl]-2-[3-(trifluoromethyl)benzoyl]-2,6-diazaspiro[3.4]octane